N-(cyclopropylmethyl)methanesulfonamide C1(CC1)CNS(=O)(=O)C